BrCC1=CN(C2=CC=CC=C12)C1=CC=CC=C1 3-(bromomethyl)-1-phenyl-1H-indole